C(C)(C)(C)OC(=O)N1CCCC(=CC1)OS(=O)(=O)C(F)(F)F tert-butyl-5-(((trifluoromethyl)sulfonyl)oxy)-2,3,4,7-tetrahydro-1H-azepine-1-carboxylate